COC(C1=C(C(=C(C=C1)C)C#N)C(C)C)=O cyano-2-isopropyl-4-methylbenzoic acid methyl ester